C12N(CC(CC1C(=O)OC)C=C2)C(=O)OCC2=CC=CC=C2 O2-benzyl O6-methyl 2-azabicyclo[2.2.2]oct-7-ene-2,6-dicarboxylate